(9S)-1-amino-4-chloro-9-ethyl-5-fluoro-9-hydroxy-1,2,3,9,12,15-hexahydro-10h,13h-benzo[de]pyrano[3',4':6,7]indolizino[1,2-b]quinoline-10,13-dione hydrochloride Cl.NC1CCC=2C=3C1=C1C(=NC3C=C(C2Cl)F)C2=CC3=C(C(N2C1)=O)COC([C@]3(O)CC)=O